tert-butyl (2S)-4-[7-(8-chloronaphthalen-1-yl)-5-methyl-2-(methylsulfanyl)-5H,7H,8H-pyrano[4,3-d]pyrimidin-4-yl]-2-(cyanomethyl)piperazine-1-carboxylate ClC=1C=CC=C2C=CC=C(C12)C1CC=2N=C(N=C(C2C(O1)C)N1C[C@@H](N(CC1)C(=O)OC(C)(C)C)CC#N)SC